1-(2-cyclohexyl-2-(4-cyclopropyl-1H-1,2,3-triazol-1-yl)acetyl)-4-hydroxy-N-(4-(4-methylthiazol-5-yl)benzyl)pyrrolidine-2-carboxamide C1(CCCCC1)C(C(=O)N1C(CC(C1)O)C(=O)NCC1=CC=C(C=C1)C1=C(N=CS1)C)N1N=NC(=C1)C1CC1